ClC1=C(C(=NN1CC)C1=NC(=CC=C1)C(F)(F)F)CN1CC2(CC1=O)CCN(CC2)CCC(C)(C)C 2-((5-Chloro-1-ethyl-3-(6-(trifluoromethyl)pyridin-2-yl)-1H-pyrazol-4-yl)methyl)-8-(3,3-dimethylbutyl)-2,8-diazaspiro[4.5]decan-3-one